(2S)-1-(3-hydroxy-3-(trifluoromethyl)piperidin-1-yl)propane OC1(CN(CCC1)CCC)C(F)(F)F